NC=1C(=NC(=CC1C(F)(F)F)Cl)C#N 3-amino-6-chloro-4-(trifluoromethyl)pyridinecarbonitrile